C(C)(C)(C)C1=C(C=NC=2N1N=CC2)NC(=O)NC=2C=NC(=C(C2)C)C2=NOC(=N2)CCCCC(=O)N2CCN(CC2)C=2C=C1CN(C(C1=CC2)=O)C2C(NC(CC2)=O)=O 1-(7-tert-butylpyrazolo[1,5-a]pyrimidin-6-yl)-3-[6-[5-[5-[4-[2-(2,6-dioxo-3-piperidyl)-1-oxo-isoindolin-5-yl]piperazin-1-yl]-5-oxo-pentyl]-1,2,4-oxadiazol-3-yl]-5-methyl-3-pyridyl]urea